((5-(3-Cyano-5-fluorophenyl)-1-(4-(trifluoromethyl)benzyl)-1H-indol-7-amido)methyl)benzoic acid C(#N)C=1C=C(C=C(C1)F)C=1C=C2C=CN(C2=C(C1)C(=O)NCC1=C(C(=O)O)C=CC=C1)CC1=CC=C(C=C1)C(F)(F)F